C(C=C)(=O)OCC1=CC(=CC=C1)OC1=CC=CC=C1 3-Phenoxybenzyl acrylate